glycyl-L-valine NCC(=O)N[C@@H](C(C)C)C(=O)O